O=C1N(CCC(N1)=O)C=1C=C(C(=O)N2CCC(CC2)C=O)C=CC1F 1-(3-(2,4-dioxotetrahydropyrimidin-1(2H)-yl)-4-fluorobenzoyl)piperidine-4-carbaldehyde